2-{2-[(4as,5ar)-5,5-difluoro-5a-methyl-1-(oxazin-2-yl)-4H,4ah,6H-cyclopropa[f]indazol-3-yl]-1H-indol-6-yl}-2,8-diazaspiro[4.5]decan-1-one FC1([C@H]2CC=3C(=NN(C3C[C@]21C)N2OC=CC=C2)C=2NC1=CC(=CC=C1C2)N2C(C1(CC2)CCNCC1)=O)F